isobutyl-amid Tin (IV) chloride pentahydrate O.O.O.O.O.[Sn](Cl)(Cl)(Cl)Cl.C(C(C)C)[NH-]